ethyl 4-(2-ethoxy-1-fluoro-2-oxoethyl)-6-methyl-2-(methylthio)pyrimidine-5-carboxylate C(C)OC(C(F)C1=NC(=NC(=C1C(=O)OCC)C)SC)=O